NC1=C(C=CC=C1)C1=C(C=C(C=C1)C)OC amino-2'-methoxy-4'-methyl-[1,1'-biphenyl]